1-(4-{5-[6-Ethoxy-5-(trifluoromethyl)pyridin-3-yl]-7-[{[1-(methoxymethyl)cyclobutyl]methyl}(methyl)amino]-1H-imidazo[4,5-b]pyridin-2-yl}phenyl)piperidine-4-carboxylic acid C(C)OC1=C(C=C(C=N1)C1=CC(=C2C(=N1)N=C(N2)C2=CC=C(C=C2)N2CCC(CC2)C(=O)O)N(C)CC2(CCC2)COC)C(F)(F)F